NC=1C(=CC(=C(C1)C=1N=CSC1C(=O)OC)F)F Methyl 4-(5-amino-2,4-difluoro-phenyl)thiazole-5-carboxylate